(S)-N-((S)-(3-chloro-4-fluorophenyl)(4-(trifluoromethyl)phenyl)methyl)-5-oxo-pyrrolidine-3-carboxamide ClC=1C=C(C=CC1F)[C@@H](NC(=O)[C@@H]1CNC(C1)=O)C1=CC=C(C=C1)C(F)(F)F